2,3-dihydro-1H-indene-1-carbonyl chloride C1(CCC2=CC=CC=C12)C(=O)Cl